7-isopropyl-5-methyl-2-(naphthalen-1-ylmethyl)-4,6-dioxo-4,5,6,7-tetrahydro-2H-pyrazolo[3,4-d]Pyrimidine-3-carboxylic acid ethyl ester C(C)OC(=O)C=1N(N=C2N(C(N(C(C21)=O)C)=O)C(C)C)CC2=CC=CC1=CC=CC=C21